O=C1OCC(N1)C(=O)N 2-oxooxazolidine-4-carboxamide